NC1=C2C(=NC=N1)N(N=C2C2=CC=C(C=C2)OC2=CC=CC=C2)[C@H]2CN(CCC2)C(CCCCCCSC=2C(=C1C(N(C(C1=CC2)=O)C2C(NC(CC2)=O)=O)=O)F)=O 5-((7-((R)-3-(4-amino-3-(4-phenoxyphenyl)-1H-pyrazolo[3,4-d]pyrimidin-1-yl)piperidine-1-yl)-7-oxoheptyl)thio)-2-(2,6-dioxopiperidin-3-yl)-4-fluoroisoindoline-1,3-dione